tetraisobutyl-1,3-butanediamine C(C(C)C)C(C(N)(CC(C)C)CC(C)C)(C(C)N)CC(C)C